CC1=C(C=CC=C1C)NC(=S)N 2,3-dimethylphenyl-thiourea